3-(4-(benzofuran-5-ylmethoxy)-1-oxoisoindolin-2-yl)piperidine-2,6-dione O1C=CC2=C1C=CC(=C2)COC2=C1CN(C(C1=CC=C2)=O)C2C(NC(CC2)=O)=O